2-[4-[5-chloro-4-[[1-methyl-3-[2-(methylamino)-2-oxo-ethoxy]-2-oxo-6-quinolyl]amino]pyrimidin-2-yl]piperazin-1-yl]-N-[3-(2,6-dioxo-3-piperidyl)-1-methyl-indazol-6-yl]acetamide ClC=1C(=NC(=NC1)N1CCN(CC1)CC(=O)NC1=CC=C2C(=NN(C2=C1)C)C1C(NC(CC1)=O)=O)NC=1C=C2C=C(C(N(C2=CC1)C)=O)OCC(=O)NC